5-[3-(tert-butoxy)-3-oxopropyl]imidazo[1,2-a]pyridin-8-yl-4-{[(1Z)-{[(tert-butoxy)carbonyl]amino}({[(tert-butoxy)carbonyl]imino})methyl] amino}benzoate C(C)(C)(C)OC(CCC1=CC=C(C=2N1C=CN2)OC(C2=CC=C(C=C2)N/C(=N/C(=O)OC(C)(C)C)/NC(=O)OC(C)(C)C)=O)=O